[Si](C)(C)(C(C)(C)C)OC(C)(C)C1=CC(=[N+](C=C1)[O-])Cl 4-(2-((tert-butyldimethylsilyl)oxy)propan-2-yl)-2-chloropyridine 1-oxide